C(C)C1(C(C(C1O)(C)C)O)C 2-ethyl-2,4,4-trimethylcyclobutane-1,3-diol